4-Hydroxysalicylamide OC=1C=C(C(C(=O)N)=CC1)O